FC1=C2C=CN(C2=C(C=C1)C(=O)NC1CC2(CCC2)C1)[C@H](C)C1=CC=C(C=C1)C1=CC(=CC=C1)OC (Ra)-6-(4-Fluoro-1-((R)-1-(3'-methoxy-[1,1'-biphenyl]-4-yl)ethyl)-1H-indol-7-carboxamido)spiro[3.3]heptan